COC=1C=C(C=CC1)C=1C(=CC=CC1N1CC(C1)OC1=CC=C(C=C1)CO)C(=O)OC Methyl 3'-methoxy-6-(3-(4-(hydroxymethyl) phenoxy) azetidin-1-yl)-[1,1'-biphenyl]-2-carboxylate